ClC1=NC(=C(C(=N1)NC1=NNC2=CC(=CC=C12)[C@@H]1C[C@@]12C(NC1=CC=C(C=C21)OC)=O)OC)N2CCOCC2 (1R,2S)-2-(3-{[2-chloro-5-methoxy-6-(morpholin-4-yl)pyrimidin-4-yl]amino}-1H-indazol-6-yl)-5'-methoxyspiro[cyclopropan-1,3'-indol]-2'(1'H)-one